5-nitro-1-(phenylsulfonyl)-1H-pyrrolo[2,3-b]pyridine-4-carbaldehyde [N+](=O)([O-])C1=C(C2=C(N=C1)N(C=C2)S(=O)(=O)C2=CC=CC=C2)C=O